bis((3,4-epoxy-6-methylcyclohexyl)methyl)adipate CC1CC2C(CC1COC(CCCCC(=O)OCC1CC3C(CC1C)O3)=O)O2